S-methyl-isothiourea triflate OS(=O)(=O)C(F)(F)F.CSC(N)=N